1-((2r,4r)-8-(4-cyano-2-fluorophenyl)-6,9-dioxo-5-(4-(trifluoromethyl)benzyl)-5,8-diazaspiro[3.5]nonan-2-yl)-3-cyclopropylurea C(#N)C1=CC(=C(C=C1)N1CC(N(C2(CC(C2)NC(=O)NC2CC2)C1=O)CC1=CC=C(C=C1)C(F)(F)F)=O)F